(1-(7-Methoxyquinolin-5-yl)cyclopropyl)-2-methyl-5-((2-methyl-1,2,3,4-tetrahydroisoquinolin-3-yl)methoxy)benzamide COC1=CC(=C2C=CC=NC2=C1)C1(CC1)C=1C(=C(C(=O)N)C=C(C1)OCC1N(CC2=CC=CC=C2C1)C)C